2,10,10-trimethyl-9,10-dihydro-8-oxa-2,4,10a-triazanaphtho[2,1,8-cde]azulen-1(2H)-one CN1C(N2C(COC3=C4C2=C1C=NC4=CC=C3)(C)C)=O